ClC1=C2NC(C=3N(C2=C(C(=C1)C1=C2C=NN(C2=CC(=C1)F)S(=O)(=O)C)OC)C(=NN3)C)(C)C 6-Chloro-8-(6-fluoro-1-methylsulfonyl-1H-indazol-4-yl)-9-methoxy-1,4,4-trimethyl-5H-[1,2,4]triazolo[4,3-a]quinoxaline